CC(CC1=NC=C2C=NC(=NN21)N[C@H]2[C@@H](COCC2)O)C (3S,4R)-4-{[7-(2-methylpropyl)imidazo[4,3-f][1,2,4]triazin-2-yl]amino}oxan-3-ol